1-sec-butyl-3-tert-butyl-5-ethyl-4-hydroxy-pyrazole C(C)(CC)N1N=C(C(=C1CC)O)C(C)(C)C